C1(=CC=CC=C1)COC(C[C@@H](N)CC1=CC=CC=C1)=O (S)-beta-homophenylalanine phenylmethyl ester